hexyl (R)-(1-amino-1,4-dioxo-5-phenoxypentan-3-yl)carbamate NC(C[C@H](C(COC1=CC=CC=C1)=O)NC(OCCCCCC)=O)=O